N-(4-Bromo-3-(trifluoromethyl)phenyl)-1-(4-chloro-6-((3-fluorobenzyl)amino)-1,3,5-triazin-2-yl)piperidine-2-carboxamide BrC1=C(C=C(C=C1)NC(=O)C1N(CCCC1)C1=NC(=NC(=N1)Cl)NCC1=CC(=CC=C1)F)C(F)(F)F